[3-(1,3-benzothiazol-2-ylamino)-4-methyl-6,7-dihydro-5H-pyrido[2,3-C]pyridazin-8-yl]-5-[3-[2-fluoro-4-[3-(4-methylpiperazin-1-yl)but-1-ynyl]phenoxy]propyl]thiazole-4-carboxylic acid S1C(=NC2=C1C=CC=C2)NC2=C(C1=C(N=N2)N(CCC1)C=1SC(=C(N1)C(=O)O)CCCOC1=C(C=C(C=C1)C#CC(C)N1CCN(CC1)C)F)C